ClC(C(=O)C)(F)Cl 1,1-dichloro-1-fluoroacetone